pregnane CC[C@H]1CC[C@H]2[C@@H]3CCC4CCCC[C@]4(C)[C@H]3CC[C@]12C